N1=C(N)N=C(N)N=C1N.P(=O)(O)(O)OCC(CO)(CO)CO pentaerythritol phosphate Melamine salt